O[C@H](C1=CC(=C(N=N1)C1=C(C=C(C=C1)C(F)(F)F)O)C)[C@H]1CN(CCC1)C 2-(6-((S)-hydroxy((R)-1-methylpiperidin-3-yl)methyl)-4-methylpyridazin-3-yl)-5-(trifluoromethyl)phenol